NCN1CCN(CC1)C1=CC=CC=2OCCOC21 5-(4-(aminomethyl)piperazin-1-yl)-2,3-dihydro-1,4-benzodioxine